4-(dimethylamino)-1-(3-((1-isobutyl-6-((5-methylthiazol-2-yl)amino)-1H-pyrrolo[3,2-c]pyridin-4-yl)oxy)pyrrolidin-1-yl)but-2-en-1-one CN(CC=CC(=O)N1CC(CC1)OC1=NC(=CC2=C1C=CN2CC(C)C)NC=2SC(=CN2)C)C